[2-(trimethylsilyl) ethyl] carbamate C(N)(OCC[Si](C)(C)C)=O